BrC=1C(=C(C=C(C1)C(F)(F)F)[C@@]1(CC(=NO1)C1=CC(=C(C(=O)N[C@@H]2CN(OC2)S(=O)(=O)C)C=C1)C)C(F)(F)F)F |o1:11,23| 4-(rel-(S)-5-(3-bromo-2-fluoro-5-(trifluoromethyl)phenyl)-5-(trifluoromethyl)-4,5-dihydro-isoxazol-3-yl)-2-methyl-N-(rel-(R)-2-(methylsulfonyl)isoxazolidin-4-yl)benzamide